triethylene glycol bis(3-tert-butyl-4-hydroxy-5-methylhydrocinnamate) C(C)(C)(C)C=1C=C(CCC(=O)OCCOCCOCCOC(CCC2=CC(=C(C(=C2)C)O)C(C)(C)C)=O)C=C(C1O)C